2-Bromo-5-(trifluoromethyl)isonicotinic acid BrC=1C=C(C(=O)O)C(=CN1)C(F)(F)F